(N,N-dimethylamino)methyl-triethoxysilane CN(C)C[Si](OCC)(OCC)OCC